IC1=CN=C(N1CC1=C(C=CC=C1)OC)C1=CC=C(C#N)C=C1 4-(5-iodo-1-(2-methoxybenzyl)-1H-imidazol-2-yl)benzonitrile